FC=1C=CC2=C(CCO2)C1CNC1=NC=C(C=2N1C=NN2)C=2C=CC=C1C=NNC21 N-((5-fluoro-2,3-dihydrobenzofuran-4-yl)methyl)-8-(1H-indazol-7-yl)-[1,2,4]triazolo[4,3-c]pyrimidin-5-amine